1-methylcyclohexane-1-amine CC1(CCCCC1)N